FC(OC=1C=C(C=CC1)N1C(N(C2=C1C=CC(=C2)C(=O)N[C@]2(SS(CC2)(=O)=O)C)C(C)C)=O)F 1-[3-(difluoromethoxy)phenyl]-3-isopropyl-N-[(3S)-3-methyl-1,1-dioxo-thia-thiolan-3-yl]-2-oxo-benzimidazole-5-carboxamide